chloropropionylglycine ClCCC(=O)NCC(=O)O